4-[(4S,9aS)-4-methyl-1,3,4,6,7,8,9,9a-octahydropyrazino[1,2-a]pyrazin-2-yl]-1-methyl-1,8-naphthyridin-2-one C[C@H]1CN(C[C@H]2N1CCNC2)C2=CC(N(C1=NC=CC=C21)C)=O